O=C1C(=NN(C2=CC=CC(=C12)N1CCCC1)C1=CC=C(C=C1)OC(F)(F)F)C(=O)OCC ethyl 4-oxo-5-pyrrolidin-1-yl-1-[4-(trifluoromethoxy)phenyl]cinnoline-3-carboxylate